(S)-2-ethyl-7-hydroxy-2,3-dihydropyrido[2,3-f][1,4]oxazepine-4(5H)-carboxylic acid tert-butyl ester C(C)(C)(C)OC(=O)N1C[C@@H](OC2=C(C1)N=C(C=C2)O)CC